O=C1OC2=CC(=CC=C2C(=C1)C1=C(C=CC=C1)C)[C@@H]1[C@@H](C1)C(=O)O (1R,2S)-2-(2-oxo-4-(o-tolyl)-2H-chromen-7-yl)cyclopropane-1-carboxylic acid